C[C@H]1CN(CCCN1)C(=O)OC(C)(C)C (S)-3-methyl-1-tert-butoxyformyl-1,4-diazacycloheptane